3-(PYRAZOL-4-YL)IMIDAZO[1,2-A]PYRAZINE N1N=CC(=C1)C1=CN=C2N1C=CN=C2